pyrrole-1(2H)-carboxylate N1(CCC=C1)C(=O)[O-]